4-[([1,1'-biphenyl]-3-yl)methyl]-7-bromo-2H-quinolizine-3,6(1H,4H)-dione C1(=CC(=CC=C1)CC1C(CCC2=CC=C(C(N12)=O)Br)=O)C1=CC=CC=C1